Tert-butyl benzyl(2-iodophenyl)carbamate C(C1=CC=CC=C1)N(C(OC(C)(C)C)=O)C1=C(C=CC=C1)I